(E)-indoline N1CCC2=CC=CC=C12